(3RS)-3-Cyclohexyl-7-(4-methyl-piperazine-1-sulfonyl)-3,4-dihydro-2H-benzo[e][1,2]thiazine-1,1-dioxide C1(CCCCC1)[C@@H]1NS(C2=C(C1)C=CC(=C2)S(=O)(=O)N2CCN(CC2)C)(=O)=O |r|